cyclohexane-1,3-diene C1=CC=CCC1